1-[(2-chloro-6-{6,6-difluoro-3-azabicyclo[3.1.0]hex-3-yl}pyridin-3-yl)methyl]-N-[(4R)-1-methyl-1H,4H,5H,6H-cyclopenta[d]imidazol-4-yl]-1H-pyrazole-4-carboxamide ClC1=NC(=CC=C1CN1N=CC(=C1)C(=O)N[C@@H]1CCC=2N(C=NC21)C)N2CC1C(C1C2)(F)F